[1-[(6-methoxy-3-pyridyl)-[(1R,2R)-2-[[(2R,4S)-2-(trifluoromethyl)chroman-4-yl]carbamoyl]cyclopropyl]methyl]-4,4-dimethyl-6-oxo-hexahydropyrimidin-2-ylidene]ammonium COC1=CC=C(C=N1)C(N1C(NC(CC1=O)(C)C)=[NH2+])[C@H]1[C@@H](C1)C(N[C@H]1C[C@@H](OC2=CC=CC=C12)C(F)(F)F)=O